BrC1=CC(=CC(=N1)NC1CC(CCC1)O)CN1CCOCC1 3-((6-bromo-4-(morpholinomethyl)pyridin-2-yl)amino)cyclohexan-1-ol